FC(CN1N=CC=2C1=NC(=CN2)N2CCC1(CC(N(C1)C1=NC=CC(=N1)C(F)(F)F)=O)CC2)F 8-(1-(2,2-difluoroethyl)-1H-pyrazolo[3,4-b]pyrazin-6-yl)-2-(4-(trifluoromethyl)pyrimidin-2-yl)-2,8-diazaspiro[4.5]decan-3-one